The molecule is a non-proteinogenic L-alpha-amino acid that is L-tryptophan in which the hydrogens at positions 6 and 7 on the indole ring have been replaced by chlorines. It is a L-tryptophan derivative, a non-proteinogenic L-alpha-amino acid and an organochlorine compound. It is a tautomer of a 6,7-dichloro-L-tryptophan zwitterion. C1=CC(=C(C2=C1C(=CN2)C[C@@H](C(=O)O)N)Cl)Cl